CN(C1CCC2=CC(=C(C=C12)C1=NC=2C=CNC(C2C(=C1)NC1=NC=C(C=C1)N1CCC(CC1)O)=O)F)C 2-[3-(dimethyl-amino)-6-fluoro-indan-5-yl]-4-[[5-(4-hydroxy-1-piperidyl)-2-pyridyl]amino]-6H-1,6-naphthyridin-5-one